[Mg].[Al].[Zn] Zinc-Aluminium-Magnesium